NC=1C(=NN(C1)C1OCCCC1)C(C)NC1CCN(CC1)C1=C(C=CC=C1C)F {1-[4-Amino-1-(tetrahydro-pyran-2-yl)-1H-pyrazol-3-yl]-ethyl}-[1-(2-fluoro-6-methyl-phenyl)-piperidin-4-yl]-amine